N1N=CC(=C1)C1=CC=C(C=C1)N1C(N(C2(C1)CCN(CC2)C)CC2=CC(=CC=C2)OC)=O 3-(4-(1H-pyrazol-4-yl)phenyl)-1-(3-methoxybenzyl)-8-methyl-1,3,8-triazaspiro[4.5]decan-2-one